((3R)-8-(2-chloro-5-fluorophenoxy)-1-methyl-2-oxo-1,2,3,4-tetrahydroquinolin-3-yl)urea ClC1=C(OC=2C=CC=C3C[C@H](C(N(C23)C)=O)NC(=O)N)C=C(C=C1)F